FC1=CC=C(C=C1)C(C1OCCN(C1)S(=O)(=O)N(C(OC(C)(C)C)=O)CC1=CC=C(C=C1)F)C1=CC=C(C=C1)F tert-butyl ((2-(bis(4-fluorophenyl)methyl)morpholino)sulfonyl)(4-fluorobenzyl)carbamate